1-acetyl-N-(3-acetylphenyl)-1H-indole-3-carboxamide C(C)(=O)N1C=C(C2=CC=CC=C12)C(=O)NC1=CC(=CC=C1)C(C)=O